BrC=1C=C(C=CC1C#N)NC(=O)C1(CCC1)N1N=CC(=C1)C#CC1CN(C1)C=1C=C2C(N(C(C2=CC1)=O)C1C(NC(CC1)=O)=O)=O N-(3-bromo-4-cyanophenyl)-1-(4-((1-(2-(2,6-dioxopiperidin-3-yl)-1,3-dioxoisoindolin-5-yl)azetidin-3-yl)ethynyl)-1H-pyrazol-1-yl)cyclobutane-1-carboxamide